CC1=CC(CCC1)=O 3-methylcyclohex-2-ene-1-one